N=1NC(=C2C1CNC2)CO (2,4,5,6-tetrahydropyrrolo[3,4-c]pyrazol-3-yl)methanol